C(=O)(OCC1C2=CC=CC=C2C2=CC=CC=C12)N[C@@H](C(C)C)C(=O)N[C@@H](C)C(=O)O fmoc-L-valyl-L-alanine